C(#N)C=1C=NN2C1C(=CC(=C2)C=2C=NN(C2C)C2CCN(CC2)C#N)O[C@H](C)C2CCOCC2 4-(4-[3-Cyano-4-[(1R)-1-(oxan-4-yl)ethoxy]pyrazolo[1,5-a]pyridin-6-yl]-5-methylpyrazol-1-yl)piperidine-1-carbonitrile